(2,2-diethyl-1,3-dioxolan-4-yl)methanol (S)-1-(6-(2,4-dioxo-1,2,3,4-tetrahydropyrimidin-5-yl)imidazo[1,2-b]pyridazin-8-yl)-4,4-difluoropyrrolidin-3-yl-(2,2,2-trifluoroethyl)carbamate O=C1NC=C(C(N1)=O)C=1C=C(C=2N(N1)C=CN2)N2C[C@@H](C(C2)(F)F)N(C(=O)OCC2OC(OC2)(CC)CC)CC(F)(F)F